ClC1=C(C2=C(SC3=C2N=CN=C3N3CC(C3)C3=CC=NC=C3)N=C1C)C 8-chloro-7,9-dimethyl-4-[3-(4-pyridyl)azetidin-1-yl]pyrido[3',2':4,5]thieno[3,2-d]pyrimidine